1-(4-((2-chloro-5,5-dioxo-7,8-dihydro-6H-thiopyrano[3,2-d]pyrimidin-4-yl)amino)-2-fluorophenyl)cyclopropane-1-carboxylic acid ethyl ester C(C)OC(=O)C1(CC1)C1=C(C=C(C=C1)NC=1C2=C(N=C(N1)Cl)CCCS2(=O)=O)F